methyl (S)-8-(2,4-dichlorophenyl)-9-(4-((1-(3-fluoropropyl)pyrrolidin-3-yl)oxy)phenyl)-6,7-dihydro-5H-benzo[7]annulene-3-carboxylate ClC1=C(C=CC(=C1)Cl)C=1CCCC2=C(C1C1=CC=C(C=C1)O[C@@H]1CN(CC1)CCCF)C=CC(=C2)C(=O)OC